5-methylsulfanylpyridine-2-carboxamidine CSC=1C=CC(=NC1)C(=N)N